5-(2-(ethylamino)-7H-pyrrolo[2,3-d]pyrimidin-5-yl)-N-(tetrahydro-2H-pyran-4-yl)pyrazolo[1,5-a]pyridine-3-carboxamide C(C)NC=1N=CC2=C(N1)NC=C2C2=CC=1N(C=C2)N=CC1C(=O)NC1CCOCC1